C(=O)(OC(C)(C)C)N[C@@H](COC)C(=O)O Boc-O-methylserine